ClC1=CC=C(C=N1)C(C)=O (6-chloropyridin-3-yl)ethan-1-one